(5-chlorothien-2-yl)thiazol-2-amine ClC1=CC=C(S1)C=1N=C(SC1)N